C(CCCC)(=O)C=1C(=C(C(=O)O)C(=CC1N)N)N pentanoyl-2,4,6-tri-aminobenzoic acid